[5'-fluoro-1'-methyl-3-(morpholin-4-yl)-[4,6'-biindazol]-1-yl]acetic acid FC=1C=C2C=NN(C2=CC1C=1C=2C(=NN(C2C=CC1)CC(=O)O)N1CCOCC1)C